sodium 5-oxo-4H-1,2,4-oxadiazole-3-carboxylate O=C1NC(=NO1)C(=O)[O-].[Na+]